2-[(4-{6-[(4-cyano-2-fluorobenzyl)oxy]-5-fluoropyridin-2-yl}piperidin-1-yl)methyl]-1-[(2S)-oxetan-2-ylmethyl]-1H-benzimidazole-6-carboxylic acid C(#N)C1=CC(=C(COC2=C(C=CC(=N2)C2CCN(CC2)CC2=NC3=C(N2C[C@H]2OCC2)C=C(C=C3)C(=O)O)F)C=C1)F